4-(benzyloxymethyl)piperidine-1-carboxylic acid tert-butyl ester C(C)(C)(C)OC(=O)N1CCC(CC1)COCC1=CC=CC=C1